S-(2-((tert-butoxycarbonyl) amino) ethyl-1-d) ethanethioate C(C)(SC(CNC(=O)OC(C)(C)C)[2H])=O